OC1=NC=2CC(CC(C2C=C1C(=O)OC)(C)C)(C)C methyl 2-hydroxy-5,5,7,7-tetramethyl-5,6,7,8-tetrahydroquinoline-3-carboxylate